N(C1=CC=CC=C1)C1=CC(=CC=2OC3=CC(=CC=C3C3(C12)OC(=O)C1=CC=CC=C13)N(CCC(C)C)CC)C anilino-6'-(N-ethyl-N-isoamylamino)-3'-methyl-spiro[phthalide-3,9'-[9H]xanthene]